1H,2'H-[3,3'-bipyrazole]-4-carboxylic acid ethyl ester C(C)OC(=O)C=1C(=NNC1)C=1NN=CC1